1-(((Benzyloxy)carbonyl)amino)-3-((4-(3-iodophenyl)-4-methyl-5-oxohexyl)oxy)-3-methylbutan-2-yl acetate C(C)(=O)OC(CNC(=O)OCC1=CC=CC=C1)C(C)(C)OCCCC(C(C)=O)(C)C1=CC(=CC=C1)I